1-(tert-butyl) 2-methyl (2S,4R)-4-(methylthio)pyrrolidine-1,2-dicarboxylate CS[C@@H]1C[C@H](N(C1)C(=O)OC(C)(C)C)C(=O)OC